N-[(3S)-9-fluoro-2-oxo-5-phenyl-1,3-dihydro-1,4-benzodiazepin-3-yl]-2-[1-(oxan-4-yl)pyrazol-4-yl]pyrazolo[1,5-a]pyrimidine-3-carboxamide FC1=CC=CC=2C(=N[C@@H](C(NC21)=O)NC(=O)C=2C(=NN1C2N=CC=C1)C=1C=NN(C1)C1CCOCC1)C1=CC=CC=C1